(E)-3-[4-[(E)-3-[2-[(4-Methylpiperazin-1-yl)methyl]phenyl]-3-oxoprop-1-enyl]phenyl]prop-2-enoic acid CN1CCN(CC1)CC1=C(C=CC=C1)C(/C=C/C1=CC=C(C=C1)/C=C/C(=O)O)=O